CC(C)(C)[S@@](=O)/N=C/CC1=CC=C(C=C1)C (R,E)-2-methyl-N-(2-(p-tolyl)ethylidene)propane-2-sulfinamide